COC(CNC(=O)C1=NC=C(C=C1O)C1=CC=C(C=C1)C(C)C)=O {[3-Hydroxy-5-(4-isopropyl-phenyl)-pyridine-2-carbonyl]-amino}-acetic acid methyl ester